3-((R)-8-methyl-3-(3-methyl-1,2,4-thiadiazol-5-yl)-5,6-dihydro-[1,2,4]triazolo[4,3-a]pyrazin-7(8H)-yl)indolin-2-one C[C@@H]1C=2N(CCN1C1C(NC3=CC=CC=C13)=O)C(=NN2)C2=NC(=NS2)C